3-chloropropylsilicon ClCCC[Si]